O1C(=NC2=C1C=CC=C2)C2=CC=C(C=C2)N2NC(=CC2C2=CC=C(C=C2)C(C)(C)C)C=CC2=CC=C(C=C2)C(C)(C)C 1-(4-(benzoxazol-2-yl)phenyl)-3-(4-t-butyl-styryl)-5-(4-t-butyl-phenyl)-pyrazoline